COC(C(N)C1=CC=C(C=C1)OC)=O 4-methoxyphenylglycine methyl ester